OS(=O)(=O)[O-].[Na+] sodium hydroxysulfonate salt